Decan-1-one HCl Cl.C(CCCCCCCCC)=O